CNC1CCN(CC1)C1=CC=C(C=C1)C1C(NC(CC1)=O)=O 3-[4-[4-(methylamino)-1-piperidyl]phenyl]piperidine-2,6-dione